The molecule is a piperidinium ion resulting from the protonation of amino group of donepezil. It is a conjugate acid of a donepezil. COC1=C(C=C2C(=C1)CC(C2=O)CC3CC[NH+](CC3)CC4=CC=CC=C4)OC